7-Fluoro-2-(oxan-2-yl)-4-(4,4,5,5-tetramethyl-1,3,2-dioxaborolan-2-yl)indazole FC1=CC=C(C2=CN(N=C12)C1OCCCC1)B1OC(C(O1)(C)C)(C)C